CC(C(=C(O)O)Br)Br dibromobutenediol